(±)-3-(5-methoxypyridin-3-yl)-3-(5-(3-(6,7,8,9-tetrahydro-5H-pyrido[2,3-b]azepin-2-yl)propyl)-1H-pyrazol-1-yl)propanoic acid COC=1C=C(C=NC1)[C@@H](CC(=O)O)N1N=CC=C1CCCC=1C=CC2=C(NCCCC2)N1 |r|